8,8-dimethyl-7-oxo-2-[6-(trifluoromethyl)pyridine-3-carbonyl]-2-azaspiro[3.5]non-5-ene-6-carbonitrile CC1(C(C(=CC2(CN(C2)C(=O)C=2C=NC(=CC2)C(F)(F)F)C1)C#N)=O)C